C1(CC1)S(=O)(=O)NC1=NC=CC(=C1F)CN1C(OC2=C(C=CC(=C2)OC=2N=NC=CN2)C12CCC2)=O (cyclopropylsulfonyl)[3-fluoro-4-({2-oxo-7-(1,2,4-triazin-3-yloxy)-2H,3H-spiro[1,3-benzoxazine-4,1'-cyclobutan]-3-yl}methyl)-2-pyridyl]amine